O=C1NC(CCC1N1C(C2=CC=CC(=C2C1=O)C#CCN1CCC(CC1)NC(OC(C)(C)C)=O)=O)=O tert-butyl (1-(3-(2-(2,6-dioxopiperidin-3-yl)-1,3-dioxoisoindolin-4-yl)prop-2-yn-1-yl)piperidin-4-yl)carbamate